QUINOLINO-PYRROLIDIN-2-ONE N1C(CC2=C1C=C1C=CC=CC1=N2)=O